2-{3-[(4-methanesulfonyl-2-methoxyphenyl)amino]prop-1-yn-1-yl}-6-methoxy-N-(1-methylpiperidin-4-yl)-1-(2,2,2-trifluoroethyl)-1H-indol-4-amine CS(=O)(=O)C1=CC(=C(C=C1)NCC#CC=1N(C=2C=C(C=C(C2C1)NC1CCN(CC1)C)OC)CC(F)(F)F)OC